C[C@@H](CC=1C(=C(C(=C(C1)C=1C(=CC=CC1)C1=CC=CC=C1)F)F)F)CCC |r| dl-(+-)-beta-methylpentyl-trifluoro-terphenyl